NC1=NC(=CC(=N1)N1CCC2(C[C@H](NC2)C(=O)O)CC1)O[C@@H](C(F)(F)F)C1=C(C=C(C=C1)C1=CC(=C(C=C1)OCCC)F)N1N=C(C=C1)C (S)-8-(2-amino-6-((R)-2,2,2-trifluoro-1-(3'-fluoro-3-(3-methyl-1H-pyrazol-1-yl)-4'-propoxy-[1,1'-biphenyl]-4-yl)ethoxy)pyrimidin-4-yl)-2,8-diazaspiro[4.5]decane-3-carboxylic acid